ClC1=CC(=C2C=CNC2=C1)C=1N=C(C2=C(N1)N(C=C2)S(=O)(=O)C)N2[C@@H](COCC2)C (R)-4-(2-(6-chloro-1H-indol-4-yl)-7-(methylsulfonyl)-7H-pyrrolo[2,3-d]pyrimidine-4-yl)-3-methylmorpholine